(3-(2-(Dimethylamino)ethyl)-5-methoxy-1H-indol-1-yl)-methyl pivalate C(C(C)(C)C)(=O)OCN1C=C(C2=CC(=CC=C12)OC)CCN(C)C